ClC=1C(=NNC1CNCCCCNCCNC1=NC2=C(C3=CN=CC=C13)C=CC(=C2)C(=O)N)C2=CC=CC=C2 5-((2-((4-(((4-chloro-3-phenyl-1H-pyrazol-5-yl)methyl)amino)butyl)amino)ethyl)amino)benzo[c][2,6]naphthyridine-8-carboxamide